4-methoxy-2,3-methylenedioxyamphetamine COC1=C2C(=C(CC(N)C)C=C1)OCO2